(Z)-4-(2-indolylmethylene)-2-((E)-4-(dimethylamino)styryl)oxazol-5(4H)-one N1C(=CC2=CC=CC=C12)\C=C\1/N=C(OC1=O)\C=C\C1=CC=C(C=C1)N(C)C